[OH-].[NH4+].C(N(C(C1=CC=CC=C1)=O)C([2H])([2H])[2H])([2H])([2H])[2H] N,N-bis(methyl-d3)benzamide ammonium hydroxide